2,4,6-trioxane C1OCOCO1